4-(tert-butyl(dimethyl)silyl)oxybutan-2-ol [Si](C)(C)(C(C)(C)C)OCCC(C)O